3-bromo-2-iodobenzene BrC=1C(=CC=CC1)I